7-chloro-1-(2-fluorophenyl)-4-(methylamino)quinazolin-2(1H)-one ClC1=CC=C2C(=NC(N(C2=C1)C1=C(C=CC=C1)F)=O)NC